C(C)(C)(C)C=1C=C(C=C(C1O)C)CCC(=O)OCC(C)(C)C1OCC2(CO1)COC(OC2)C(COC(CCC2=CC(=C(C(=C2)C)O)C(C)(C)C)=O)(C)C 3,9-bis[2-(3-(3-t-butyl-4-hydroxy-5-methylphenyl)propionyloxy)-1,1-dimethylethyl]-2,4,8,10-tetraoxaspiro[5.5]undecane